3-(2-(4-(6-fluoro-3a,7a-dihydrobenzo[d]isoxazol-3-yl) piperidin-1-yl) ethyl)-2-methyl-4-oxo-6,7,8,9-tetrahydro-4H-pyrido[1,2-a]pyrimidin-9-yl palmitate C(CCCCCCCCCCCCCCC)(=O)OC1CCCN2C1=NC(=C(C2=O)CCN2CCC(CC2)C2=NOC1C2C=CC(=C1)F)C